ClC1=CNC2=C(C=CC(=C12)Cl)NS(=O)(=O)C=1C=NN(C1)C1(COC1)CO N-(3,4-dichloro-1H-indol-7-yl)-1-[3-(hydroxymethyl)oxetan-3-yl]pyrazole-4-sulfonamide